C1(CCCCCC1)[C@@H](C(=O)NC1=C(C=C(C=C1)C1(CC1)[C@H](C(=O)N1CCN(CC1)C)NC(CC)=O)F)NC(=O)C1=CC=NN1C(C)C N-((S)-1-cycloheptyl-2-((2-fluoro-4-(1-((R)-2-(4-methylpiperazin-1-yl)-2-oxo-1-propionamidoethyl)cyclopropyl)phenyl)amino)-2-oxoethyl)-1-isopropyl-1H-pyrazole-5-carboxamide